bis[4-(4-maleimidophenoxy)phenyl]-tricyclo-[5.2.1.02,6]decane C1(C=CC(N1C1=CC=C(OC2=CC=C(C=C2)C23C4(CCC(C3CCC2)C4)C4=CC=C(C=C4)OC4=CC=C(C=C4)N4C(C=CC4=O)=O)C=C1)=O)=O